1,1-dioxo-1λ6-thiane-4-carbonitrile O=S1(CCC(CC1)C#N)=O